6,8-dibromo-3-iodoimidazo[1,2-a]pyrazine BrC=1N=C(C=2N(C1)C(=CN2)I)Br